FC(C=1C(=C(C=CC1)[C@@H](C)NC1=CC=NC2=CC=C(C=C12)[C@]1(CN(CC1)C(C(C)C)=O)OC)F)F 1-((R)-3-(4-(((R)-1-(3-(difluoromethyl)-2-fluorophenyl)ethyl)amino)quinolin-6-yl)-3-methoxypyrrolidin-1-yl)-2-methylpropan-1-one